C(C)NC(C(CC[C@@H](C(=O)NC=1C(N(C=CC1)CC(=O)NC1C2CC3CC(CC1C3)C2)=O)NC(=O)C2=CNC3=CC=CC=C23)=O)=O (S)-N1-ethyl-5-(1H-indole-3-carboxamido)-N6-(1-(2-(2-adamantylamino)-2-oxoethyl)-2-oxo-1,2-dihydropyridin-3-yl)-2-oxohexanediamide